CS(=O)(=O)N1[C@H]2CN([C@@H](C1)C2)C(=O)OC(C)(C)C tert-butyl (1R,4R)-5-(methylsulfonyl)-2,5-diazabicyclo[2.2.1]heptane-2-carboxylate